Dicyclohexyl-4-methoxypyridine-2,5-diamine C1(CCCCC1)C1=C(C(=C(C(=N1)N)C1CCCCC1)OC)N